pentagallol [GaH]1[Ga]=[Ga][Ga]=[Ga]1